N-(5-chloro-4-(2-oxa-6-azaspiro[3.4]octane-6-yl)pyrimidin-2-yl)-6-methoxy-2-methyl-1,2,3,4-tetrahydroisoquinolin-7-amine ClC=1C(=NC(=NC1)NC1=C(C=C2CCN(CC2=C1)C)OC)N1CC2(COC2)CC1